(4-chlorophenyl)([(3-(4-hydroxyphenyl)-1H-pyrazol-5-yl)carbonyl]amino)acetic acid ClC1=CC=C(C=C1)C(C(=O)O)NC(=O)C1=CC(=NN1)C1=CC=C(C=C1)O